4-((6-((1-(tert-butoxycarbonyl)-5-methyl-1H-pyrazol-3-yl)amino)-3-fluoropyridin-2-yl)methyl)-1-((3-chloro-2-fluorophenyl)methyl-d2)-2-methylpiperidine-4-carboxylic acid methyl ester COC(=O)C1(CC(N(CC1)C([2H])([2H])C1=C(C(=CC=C1)Cl)F)C)CC1=NC(=CC=C1F)NC1=NN(C(=C1)C)C(=O)OC(C)(C)C